C(C1=CC=CC=C1)OC1=C(CN/2C(N(C(N\C2=N/C2=CC3=CN(N=C3C=C2Cl)C)=O)CC2=NN(C=N2)C)=O)C=C(C(=C1)F)F (E)-1-(2-(benzyloxy)-4,5-difluorobenzyl)-6-((6-chloro-2-methyl-2H-indazol-5-yl)imino)-3-((1-methyl-1H-1,2,4-triazol-3-yl)methyl)-1,3,5-triazine-2,4-dione